2-[(2S)-4-[8-(8-methyl-1-naphthyl)-2-[[(2S)-1-methylpyrrolidin-2-yl]methoxy]-5,6,7,9-tetrahydropyrimido[4,5-c]azepin-4-yl]piperazin-2-yl]acetonitrile CC=1C=CC=C2C=CC=C(C12)N1CC2=C(CCC1)C(=NC(=N2)OC[C@H]2N(CCC2)C)N2C[C@@H](NCC2)CC#N